N-(2,6-dimethylpyrimidin-4-yl)-5-[4-[(1,4-dimethylpyrrolidin-3-yl)oxymethyl]-2-methyl-pyrazol-3-yl]pyrazolo[1,5-a]pyridin-2-amine CC1=NC(=CC(=N1)NC1=NN2C(C=C(C=C2)C=2N(N=CC2COC2CN(CC2C)C)C)=C1)C